6'-fluoro-1'-hydroxyspiro[azetidine-3,2'-indene] FC=1C=CC2=CC3(C(=C2C1)O)CNC3